C(C)(C)(C)C1(C2(C(C(C(C1)(C2(C)C)C)=O)=CC2=CC=CC=C2)O)C(C)(C)C di-t-butyl-hydroxybenzylidenecamphor